COC([C@H](C[C@H](C(=O)OC)OC1=C(C=NC=C1)[N+](=O)[O-])NC(=O)OC(C)(C)C)=O.C(C1CO1)N(C1=CC=CC=C1)CC1CO1 N,N-bis(2,3-epoxypropyl)aniline dimethyl-(2S,4R)-2-(tert-butoxycarbonylamino)-4-[(3-nitro-4-pyridyl)oxy]pentanedioate